C1(=CC=C(C=C1)C1=CC(=NC(=N1)C1=CC=CC=C1)C=1C=C(C=CC1)C1=CC(=NC=C1)C1=NC(=NC(=N1)C1=CC=2C(C3=CC=CC=C3C2C=C1)(C)C)C1=CC=CC=C1)C1=CC=CC=C1 2-(4-(3-(6-([1,1'-biphenyl]-4-yl)-2-phenylpyrimidin-4-yl)phenyl)pyridin-2-yl)-4-(9,9-dimethyl-9H-fluoren-2-yl)-6-phenyl-1,3,5-triazine